CC1=C(C2=CC(=CC=C2C=C1)C)NC1=CC=CC2=C1OC1=C2C=CC=C1 N-(2,7-dimethylnaphthalen-1-yl)-dibenzofuran-4-amine